F[C@H]1CNCC[C@@H]1SC=1N=NC(=CN1)C1=C(C=C(C=C1)N1C=NC=C1)O 2-(3-(((3S,4S)-3-fluoropiperidin-4-yl)thio)-1,2,4-triazin-6-yl)-5-(1H-imidazol-1-yl)phenol